C(C)(C)(C)OC(=O)N1C[C@H](N(CC1)C=1C2=C(N=CN1)N(C=C2C2=CCCC2)C2=CC(=CC=C2)Cl)C (R)-4-(7-(3-chlorophenyl)-5-(cyclopent-1-en-1-yl)-7H-pyrrolo[2,3-d]pyrimidin-4-yl)-3-methylpiperazine-1-carboxylic acid tert-butyl ester